6-(4,4,5,5-tetramethyl-1,3,2-dioxaborolan-2-yl)-1H-indole-1-carboxylic acid tert-butyl ester C(C)(C)(C)OC(=O)N1C=CC2=CC=C(C=C12)B1OC(C(O1)(C)C)(C)C